2-((1S,2S)-2-aminocyclopentyl)-5-chloro-3-phenyl-N-(thiophen-2-ylmethyl)thieno[3,2-b]pyridin-7-amine N[C@@H]1[C@H](CCC1)C1=C(C2=NC(=CC(=C2S1)NCC=1SC=CC1)Cl)C1=CC=CC=C1